((((2R,3S,4R,5R)-5-(5-chloro-7-(((S)-2,3-dihydro-1H-inden-1-yl)(methyl)amino)-3H-[1,2,3]triazolo[4,5-d]pyrimidin-3-yl)-3,4-dihydroxytetrahydrofuran-2-yl)methoxy)methyl)phosphonic acid ClC=1N=C(C2=C(N1)N(N=N2)[C@H]2[C@@H]([C@@H]([C@H](O2)COCP(O)(O)=O)O)O)N(C)[C@H]2CCC1=CC=CC=C21